C1(CCCCC1)C1=C(N=NC(=C1C1CCCCC1)NC1CN(CCC1)C)C1=C(C=C(C=C1)C#C)O 2-(4,5-dicyclohexyl-6-((1-methylpiperidin-3-yl)amino)pyridazin-3-yl)-5-ethynyl-phenol